3-(5-Hydroxy-5,6,7,8-tetrahydroquinolin-2-yl)-2-oxoindoline-5-carbonitrile OC1C=2C=CC(=NC2CCC1)C1C(NC2=CC=C(C=C12)C#N)=O